1-benzyl-1H-pyrazol-3-amine C(C1=CC=CC=C1)N1N=C(C=C1)N